(2R)-1-{5-[(1,2-dimethyl-1H-imidazol-4-yl)sulfonyl]-1H,2H,3H,4H,5H,6H-pyrrolo[3,4-c]pyrrol-2-yl}-3-methyl-2-phenylbutan-1-one CN1C(=NC(=C1)S(=O)(=O)N1CC2=C(C1)CN(C2)C([C@H](C(C)C)C2=CC=CC=C2)=O)C